NC1=CC=C(OC2=CC=C(C=C2)C(C(F)(F)F)(C(F)(F)F)C2=CC=C(C=C2)OC2=CC=C(C=C2)N)C=C1 2,2-bis[4-(4-aminophenoxy)-phenyl]hexafluoropropane